(3-amino-6-isobutyl-4,5,6,7-tetrahydro-pyrazolo[3,4-c]pyridin-1-yl)(6-fluoro-1,2,3,4-tetrahydro-quinolin-4-yl)methanone NC1=NN(C=2CN(CCC21)CC(C)C)C(=O)C2CCNC1=CC=C(C=C21)F